cyclopenta[b]thiophene S1C=2C(=CC1)C=CC2